(R)-3-(2-ethoxy-4-ethyl-5-methoxyphenyl)piperidine C(C)OC1=C(C=C(C(=C1)CC)OC)[C@@H]1CNCCC1